ClC1=C(C=CC=C1C1(C(N(C(CC1)=O)COCC[Si](C)(C)C)=O)F)C1=CC=C(C=C1)N1C(CCCC1)=O 3-(2-chloro-4'-(2-oxopiperidin-1-yl)-[1,1'-biphenyl]-3-yl)-3-fluoro-1-((2-(trimethylsilyl)-ethoxy)methyl)piperidine-2,6-dione